(R)-1-(2-(1-aminoethyl)-6-methylimidazo[1,2-a]pyridin-8-yl)-3-methylimidazolidine-2,4-dione N[C@H](C)C=1N=C2N(C=C(C=C2N2C(N(C(C2)=O)C)=O)C)C1